1,5-dimethylpyrazole-4-boronic acid CN1N=CC(=C1C)B(O)O